N1=NN=NC=2C3=CC=CC=C3NC12 tetraazacarbazole